tert-butyl N-[7-(tert-butoxycarbonylamino)-4-[3-(tert-butoxycarbonylamino)propyl]-4-nitro-heptyl]carbamate C(C)(C)(C)OC(=O)NCCCC(CCCNC(OC(C)(C)C)=O)([N+](=O)[O-])CCCNC(=O)OC(C)(C)C